(S)-N-(1-cycloheptyl-2-((4-(3,5-dimethyl-1H-pyrazol-4-yl)phenyl)amino)-2-oxoethyl)-1-(prop-2-yn-1-yl)-1H-pyrazole-5-carboxamide C1(CCCCCC1)[C@@H](C(=O)NC1=CC=C(C=C1)C=1C(=NNC1C)C)NC(=O)C1=CC=NN1CC#C